1-(benzofuran-6-yl)-N-methylpropan-2-amine O1C=CC2=C1C=C(C=C2)CC(C)NC